1-{4-[2-Isopropyl-7-(1-quinolin-3-yl-ethylamino)-2H-pyrazolo[4,3-d]pyrimidin-5-yl]-piperazin-1-yl}-ethanon C(C)(C)N1N=C2C(N=C(N=C2NC(C)C=2C=NC3=CC=CC=C3C2)N2CCN(CC2)C(C)=O)=C1